BrC=1C(=NN(C1)C1=CC2=C(OC(CN2C(=O)OC(C)(C)C)(C)C)C=C1)[N+](=O)[O-] tert-butyl 6-(4-bromo-3-nitro-1H-pyrazol-1-yl)-2,2-dimethyl-2,3-dihydro-4H-benzo[b][1,4]oxazine-4-carboxylate